C(C)(=O)OC1=C(C=C(C=C1)Cl)NC=1SC(=CN1)Cl 4-chloro-2-[(5-chloro-2-thiazolyl) amino]-phenyl acetate